2-mercaptomethyl-pyrazine SCC1=NC=CN=C1